[Mn].[Y].[Ce] cerium-yttrium-manganese